2-(2-hydroxypropoxy)propan-1-ol OC(COC(CO)C)C